OC1=C(C(=O)O)C=C(C(=C1)C(=O)O)O.NC1=NC(=C(C=C1N)N)N 2,3,5,6-tetra-aminopyridine-2,5-dihydroxyterephthalic acid salt